(S)-N-(4-(Morpholin-2-yl)-phenyl)-6-(2,2,2-trifluoroethoxy)-nicotinamid N1C[C@@H](OCC1)C1=CC=C(C=C1)NC(C1=CN=C(C=C1)OCC(F)(F)F)=O